(4-(3,5-bis(trifluoromethyl)phenyl)piperidin-1-yl)(4,5,6,7-tetrahydro-1H-pyrazolo[4,3-c]pyridin-3-yl)methanone hydrochloride Cl.FC(C=1C=C(C=C(C1)C(F)(F)F)C1CCN(CC1)C(=O)C1=NNC2=C1CNCC2)(F)F